SP(C[C@@H](CC(C)(C)C)C)(C[C@@H](CC(C)(C)C)C)=S sulfanyl-sulfanylidene-bis[(2R)-2,4,4-trimethylpentyl]-lambda5-phosphane